O=C1NC(CCC1NC1=C(CN2CCC(CC2)N2N=C3C=C(C(=CC3=C2)NC(C2=CN=C(C=C2)C(F)(F)F)=O)OC)C=CC=C1)=O N-(2-(1-(2-((2,6-dioxopiperidin-3-yl)amino)benzyl)piperidin-4-yl)-6-methoxy-2H-indazol-5-yl)-6-(trifluoromethyl)nicotinamide